COC=1C=CC2=C(CCC=3C(=NC=CC3)C2=C2CCNCC2)C1 8-methoxy-11-(piperidin-4-ylidene)-6,11-dihydro-5H-benzo[5,6]cyclohepta[1,2-b]pyridine